N-cyclopropyl-4-((4,5-dichloro-2-hydroxyphenyl)(1,1-dimethylethylsulfinamido)methyl)piperidine-1-carboxamide C1(CC1)NC(=O)N1CCC(CC1)C(NS(=O)C(C)(C)C)C1=C(C=C(C(=C1)Cl)Cl)O